1-[4-(2,4-dioxo-1,2,3,4-tetrahydronaphtho[1,2-b][1,4]diazepin-5-yl)phenyl]-3-Phenyl-urea O=C1CC(N(C2=C(N1)C1=CC=CC=C1C=C2)C2=CC=C(C=C2)NC(=O)NC2=CC=CC=C2)=O